7-Methyl-4,10-dioxatridecane-1,13-diamine CC(CCOCCCN)CCOCCCN